ClC1=C(C=C(C(=C1)Cl)NN)NC(C)=O N-(2,4-dichloro-5-hydrazinophenyl)acetamide